COC(=O)C=1C=NC=C(C1)OCC1(CC1)C 5-[(1-methylcyclopropyl)methoxy]pyridine-3-carboxylic acid methyl ester